2-tetrahydrofuran-3-ylacetaldehyde O1CC(CC1)CC=O